FC=1C=C(C=CC1)C1=C(C=C(C=C1)C1=NNC(OC1)=O)C(F)(F)F 5-[3'-Fluoro-2-(trifluoromethyl)biphenyl-4-yl]-3,6-dihydro-2H-1,3,4-oxadiazin-2-one